C(C)(C)(C)NC(=O)C=1C=CC2=C(NCC(O2)C(=O)OCC)C1 Ethyl 6-(tert-butylcarbamoyl)-3,4-dihydro-2H-1,4-benzoxazine-2-carboxylate